C(N)(OCC1=CC(=CC=C1)COC(N)=O)=O m-xylylene dicarbamate